BrC1=NN(C(=C1)Br)CCNC(OC(C)(C)C)=O tert-butyl (2-(3,5-dibromo-1H-pyrazol-1-yl)ethyl)carbamate